4,4'-(4H-Cyclopentaphenanthrene-4,4-diyl)diphenol C=1C=CC=2C1C1=CC=CC=C1C1=CC=CC(C21)(C2=CC=C(C=C2)O)C2=CC=C(C=C2)O